O1COC2=C1C=CC(=C2)C2=CC=C(C=C2)CCCNC(C2=CN=C(C=C2)C)=O N-(3-(4-(benzo[d][1,3]dioxol-5-yl)phenyl)propyl)-6-methylnicotinamide